NC1=NN2C(N=CC=C2)=C1C(=O)NC(C)C=1C=C(C=2N(C1N1CCS(CCC1)(=O)=O)C=NC2)Cl 2-Amino-N-{1-[8-chloro-5-(1,1-dioxido-1,4-thiazepan-4-yl)imidazo[1,5-a]pyridin-6-yl]ethyl}pyrazolo[1,5-a]pyrimidine-3-carboxamide